3-(6-(3-(((1s,3s)-adamantan-1-yl)amino)propyl)-2-methyl-4-oxoquinazolin-3(4H)-yl)piperidine-2,6-dione C12(CC3CC(CC(C1)C3)C2)NCCCC=2C=C3C(N(C(=NC3=CC2)C)C2C(NC(CC2)=O)=O)=O